4-(4-(((S)-5-(ethoxycarbonyl)-6-(3-fluoro-2-methylphenyl)-2-(thiazol-2-yl)-3,6-dihydropyrimidin-4-yl)methyl)-6-fluorohexahydropyrrolo[3,2-b]pyrrol-1(2H)-yl)-2,2-dimethylbutanoic acid C(C)OC(=O)C1=C(NC(=N[C@H]1C1=C(C(=CC=C1)F)C)C=1SC=CN1)CN1CC(C2N(CCC21)CCC(C(=O)O)(C)C)F